BrC1=C(C=C(C(=C1F)F)F)C1=CC=CC=C1 bromo-3,4,5-trifluoro-1,1'-biphenyl